1,8,8-trifluoro-2-[1-(2-trimethylsilylethoxymethyl)pyrazol-4-yl]-5,6,7,9-tetrahydrothieno[2,3-c]quinolin-4-one FC1=C(SC=2C(NC=3CCC(CC3C21)(F)F)=O)C=2C=NN(C2)COCC[Si](C)(C)C